[SiH3][O-].[Zn+2].[SiH3][O-] Zinc Silanolate